O[C@@]1(C(N(CC1)C)=O)C1=CC(=NO1)C=1C=C(C=CC1)C1=CC2=C(C(=N1)C(=O)N)N=CN2 (R)-6-(3-(5-(3-hydroxy-1-methyl-2-oxopyrrolidin-3-yl)isoxazol-3-yl)phenyl)-1H-imidazo[4,5-c]pyridine-4-carboxamide